C1(=CC=CC=C1)N1C(=NC2=C1C=CC=C2)C2=CC=C(N)C=C2 4-(1-phenyl-1H-benzimidazol-2-yl)aniline